tert-butyl 3-[(5R)-5-[2,3-dichloro-6-(methoxymethoxy)phenyl]-1-(4-methylbenzenesulfonyl)pyrrolidine-3-amido]azetidine-1-carboxylate ClC1=C(C(=CC=C1Cl)OCOC)[C@H]1CC(CN1S(=O)(=O)C1=CC=C(C=C1)C)C(=O)NC1CN(C1)C(=O)OC(C)(C)C